OC1=NC(=C(C(=N1)N)N)N 2-Hydroxy-4,5,6-tri-aminopyrimidin